CC1=C(C(=CC=C1)C)C1=NC=2NS(C=3C=CC=C(C(N([C@@H](COC(=C1)N2)CC(C)C)C2CC(C2)CO)=O)C3)(=O)=O (11R)-6-(2,6-Dimethylphenyl)-12-[3-(hydroxymethyl)cyclobutyl]-11-isobutyl-2,2-dioxo-9-oxa-2λ6-thia-3,5,12,19-tetrazatricyclo[12.3.1.14,8]nonadeca-1(18),4(19),5,7,14,16-hexaen-13-one